4,5-DIMETHYLPYRIDINE-2-BORONIC ACID CC1=CC(=NC=C1C)B(O)O